C1(CC1)C1=C(C(=NO1)C1=C(C=CC=C1Cl)Cl)C=O 5-cyclopropyl-3-(2,6-dichlorophenyl)-1,2-oxazole-4-carbaldehyde